di(o-cyanobenzene) carbonate C(O)(O)=O.C(#N)C1=CC=CC=C1.C(#N)C1=CC=CC=C1